C1(CC1)OC1=C(C=CC=C1)C1CCN(CC1)[C@H]1CC2(CN(C2)C(=O)C2COC2)CC1 (R)-(6-(4-(2-cyclopropoxyphenyl)piperidin-1-yl)-2-azaspiro[3.4]oct-2-yl)(oxetan-3-yl)methanone